Cl.[C@@H]12CCC[C@@H](CC1)N2 (1R,5S)-8-azabicyclo[3.2.1]octane hydrochloride